5-fluoro-2-((piperidin-4-ylthio)methyl)-7-((tetrahydro-2H-pyran-4-yl)methoxy)quinazolin-4(3H)-one FC1=C2C(NC(=NC2=CC(=C1)OCC1CCOCC1)CSC1CCNCC1)=O